O[C@@H]1C[C@H](N(C1)C([C@H](C(C)(C)C)NC(=O)CCCCCC(=O)O)=O)C(N[C@@H](C)C1=CC=C(C=C1)C1=C(N=CS1)C)=O 6-{[(2S)-1-[(2S,4R)-4-hydroxy-2-{[(1S)-1-[4-(4-methyl-1,3-thiazol-5-yl)phenyl]ethyl]carbamoyl}pyrrolidin-1-yl]-3,3-dimethyl-1-oxobutan-2-yl]carbamoyl}hexanoic acid